OCCOC(N[C@@H]1CC[C@H](CC1)C(N(C[C@@H]1CC[C@H](CC1)C1=CC(=C(C=C1)OC)C)C1=CC(=CC=C1)C=1C=NN(C1)C1CC1)=O)=O 2-Hydroxyethyl(trans-4-((3-(1-cyclopropyl-1H-pyrazol-4-yl)phenyl) ((trans-4-(4-methoxy-3-methylphenyl) cyclohexyl)methyl)carbamoyl) cyclohexyl)carbamate